C(C)(C)(C)OC(=O)N1CCN(CC1)C1=NN(C=C1)C1=CC=C(C=C1)C(F)(F)F.NC1=CC(=C(OC2=CC(=CC(=C2)OC2=C(C=C(C=C2)N)C(F)(F)F)OC2=C(C=C(C=C2)N)C(F)(F)F)C=C1)C(F)(F)F 1,3,5-tri(4-amino-2-(trifluoromethyl)phenoxy)benzene tert-butyl-4-[1-[4-(trifluoromethyl)phenyl]pyrazol-3-yl]piperazine-1-carboxylate